7-chloroisoquinolin-1(2H)one ClC1=CC=C2C=CNC(C2=C1)=O